1-(3-(2-amino-8-phenyl-9H-purin-9-yl)pyrrolidin-1-yl)prop-2-en-1-one NC1=NC=C2N=C(N(C2=N1)C1CN(CC1)C(C=C)=O)C1=CC=CC=C1